OC(=O)C(F)(F)F.O1N[C@@H](CC1)C=1C=C(C=NC1)N1C(CCC1)=O 1-[5-[(3S)-isoxazolidin-3-yl]-3-pyridyl]pyrrolidin-2-one TFA salt